O1C2=C(OC[C@H]1C=1NC(C(N1)([2H])[2H])([2H])[2H])C=C(C(=C2)[2H])[2H] (R)-2-(2,3-dihydrobenzo[b][1,4]dioxin-2-yl-6,7-d2)-4,5-dihydro-1H-imidazole-4,4,5,5-d4